C(C)(=O)OCC=1C(=NC=CC1C1=CN(C(C(=C1)NC=1N=NC=CN1)=O)C)N1C(C=2N(C=3CCCCC3C2)CC1)=O (4-(5-(1,2,4-Triazin-3-ylamino)-1-methyl-6-oxo-1,6-dihydropyridin-3-yl)-2-(1-oxo-3,4,6,7,8,9-hexahydropyrazino[1,2-a]indol-2(1H)-yl)pyridin-3-yl)methyl Acetate